C(CCOC1=C(C=C(C=C1C)F)C=1C(=C(C=C(C1)C(C)(CC(C)(C)C)C)N1C2=CC(=CC=C2C=2C=CC(=CC12)[Si](C)(C)C)[Si](C)(C)C)O)OC1=C(C=C(C=C1C)F)C=1C(=C(C=C(C1)C(C)(CC(C)(C)C)C)N1C2=CC(=CC=C2C=2C=CC(=CC12)[Si](C)(C)C)[Si](C)(C)C)O 2',2'''-(propane-1,3-diylbis(oxy))bis(3-(2,7-bis(trimethylsilyl)-9H-carbazol-9-yl)-5'-fluoro-3'-methyl-5-(2,4,4-trimethylpentan-2-yl)-[1,1'-biphenyl]-2-ol)